C(C)(C)N1N=C(C=2C1=NC=NC2N)C=2C=NC=NC2 1-isopropyl-3-(pyrimidin-5-yl)-1H-pyrazolo[3,4-d]pyrimidin-4-amine